4-{2-Chloro-3-[(3,5-dimethyl-1H-pyrazol-1-yl)methyl]-4-(methylsulfonyl)benzoyl}-1-methyl-1H-pyrazol-5-yl-1,3-dimethyl-1H-pyrazole-4-carboxylate ClC1=C(C(=O)C=2C=NN(C2C2=C(C(=NN2C)C)C(=O)[O-])C)C=CC(=C1CN1N=C(C=C1C)C)S(=O)(=O)C